C(CCCC)OC(=O)N1C2CNCC1CC2 3,8-diazabicyclo[3.2.1]octane-8-carboxylic acid pentyl ester